N-(2-oleyloxyethyl)-N-(2-oleyloxyoxo-ethyl)-N,N-dimethyl-ammonium chloride [Cl-].C(CCCCCCC\C=C/CCCCCCCC)OCC[N+](C)(C)CC(OCCCCCCCC\C=C/CCCCCCCC)=O